C1(CC1)C=1N=CN(C1)C1=C(C=C(C=C1)C1=NC=CC(=N1)SC)C 2-[4-(4-cyclopropylimidazol-1-yl)-3-methyl-phenyl]-4-methylsulfanyl-pyrimidine